1-Imidazol-1-ylmethyl-cyclopropanecarboxylic acid (4-methoxy-7-phenyl-thiazolo[4,5-c]pyridin-2-yl)-amide COC1=NC=C(C2=C1N=C(S2)NC(=O)C2(CC2)CN2C=NC=C2)C2=CC=CC=C2